ClC=1C2=CN(N=C2C=CC1C1=CNC2=C1C=1N(C(=N2)N2CC3(CC3C2)N)C=CN1)C 3-(9-(4-chloro-2-methyl-2H-indazol-5-yl)-7H-imidazo[1,2-c]pyrrolo[3,2-e]pyrimidin-5-yl)-3-azabicyclo[3.1.0]hexane-1-amine